CC1(C(N(C(N1CC1=CC(=NC=C1)N[C@@H](CC#N)C)=O)C1=CC=C(C=C1)S(=O)(=O)C(F)(F)F)=O)C (R)-3-((4-((5,5-dimethyl-2,4-dioxo-3-(4-((trifluoromethyl)sulfonyl)phenyl)imidazolidin-1-yl)methyl)pyridin-2-yl)amino)butanenitrile